[Br-].C(CCCCCCCCCCC)[NH+](CC)CC lauryl-diethyl-ammonium bromide